CN1N=C2C=CC3=C(C2=C1)C=C(S3)C(CCC(=O)O)=O 4-(2-methyl-2H-thieno[3,2-e]indazol-7-yl)-4-oxobutanoic acid